C(C(C)C)C(=O)CC(C)C i-butyl ketone